CC1=CC(=CC(=N1)C(=O)O)C#C[C@@]12CN(C[C@H]2C1)C 6-methyl-4-(((1R,5S)-3-methyl-3-azabicyclo[3.1.0]hexan-1-yl)ethynyl)picolinic acid